1-(7-bromo-2-chloro-8-fluoroquinazoline-4-yl)-3-methylpiperidin-3-ol BrC1=CC=C2C(=NC(=NC2=C1F)Cl)N1CC(CCC1)(O)C